C1=C(C=CC=2OC3=C(C21)C=CC=C3)C(S\C(=C(\C)/N(C=O)CC=3C(=NC(=NC3)C)N)\CCO)=O (Z)-S-(2-(N-((4-amino-2-methylpyrimidin-5-yl)methyl)formamido)-5-hydroxypent-2-en-3-yl) dibenzo[b,d]furan-2-carbothioate